(R)-N-methyl-3-(7-(1-(1-methylpiperidin-4-yl)-1H-1,2,3-triazol-4-yl)-5H-pyrrolo[2,3-b]pyrazin-2-yl)-5-(2-methylpyrrolidin-1-yl)benzenesulfonamide CNS(=O)(=O)C1=CC(=CC(=C1)N1[C@@H](CCC1)C)C=1N=C2C(=NC1)NC=C2C=2N=NN(C2)C2CCN(CC2)C